CC1=C(C2=C(N=NC(=C2)C2=C(C=CC=C2)O)N1)C1CCNCC1 2-[6-methyl-5-(piperidin-4-yl)-7H-pyrrolo[2,3-c]Pyridazin-3-yl]Phenol